P(=O)(Cl)(Cl)OC(COCC(F)(F)F)COCC(F)(F)F 1,3-bis(trifluoroethoxy)-2-propanol dichlorophosphate